C(C)OC(COCCOCC(=O)OCC)=O ethyl 2-[2-(2-ethoxy-2-oxoethoxy)ethoxy]acetate